FC=1C=C2C(NS(=O)(=O)C2=CC1)=O 5-fluorosaccharin